C(#N)C1(CCN(CC1)C(=O)OC)C(=O)[O-] methyl 4-cyanopiperidine-1,4-dicarboxylate